3-methyl-2-({(3R,6R)-6-methyl-1-[(1-methyl-3-phenyl-1H-pyrazol-4-yl)carbonyl]piperidin-3-yl}oxy)pyridine-4-carbonitrile CC=1C(=NC=CC1C#N)O[C@H]1CN([C@@H](CC1)C)C(=O)C=1C(=NN(C1)C)C1=CC=CC=C1